1-(5,7-difluoro-2-(4-fluorophenyl)-1H-indol-3-yl)-1H-1,2,3-triazole-4-carboxylic acid FC=1C=C2C(=C(NC2=C(C1)F)C1=CC=C(C=C1)F)N1N=NC(=C1)C(=O)O